NC1=NC=CC=C1C1=NC=2C(=NC=CC2)N1C1=CC=C(CNCCC2=C(C(=C(C=O)C=C2)O)F)C=C1 4-(2-((4-(2-(2-aminopyridin-3-yl)-3H-imidazo[4,5-b]pyridin-3-yl)benzyl)amino)ethyl)-3-fluoro-2-hydroxybenzaldehyde